3-ethyloxetan C(C)C1COC1